2-(((3-(4-fluoro-5-methylisoxazol-3-yl)[1,2,4]triazolo[3,4-f][1,2]diazin-6-yl)oxy)methyl)-6-(oxetan-3-yl)-5,6,7,8-tetrahydropyrido[4,3-b]pyridine FC=1C(=NOC1C)C1=NN=C2C=CC(=NN21)OCC2=CC=C1C(=N2)CCN(C1)C1COC1